3-cyano-2-tetrahydrofuran-2-yl-pyrazolo[1,5-a]pyrimidine-7-carboxylic acid C(#N)C=1C(=NN2C1N=CC=C2C(=O)O)C2OCCC2